C(C)OC(CI)=O ethyliodoacetat